2-phenylbenzo[4,5]imidazo[1,2-a]pyrimidine C1(=CC=CC=C1)C1=NC=2N(C=C1)C1=C(N2)C=CC=C1